C1=C2N(C=N1)C(CC2)C2=CC(=C(C#N)C=C2)C 4-(6,7-dihydro-5H-pyrrolo[1,2-c]imidazol-5-yl)-2-methylbenzonitrile